C(N)(O[C@@H]1C(N(C2=C(OC1)C=C(C(=C2)OC)OC)C)=O)=O (S)-(7,8-dimethoxy-5-methyl-4-oxo-2,3,4,5-tetrahydro-benzo[b][1,4]oxazepin-3-yl) carbamate